OCCCCCC(=O)N(C)OC 6-hydroxy-N-methoxy-N-methylhexanamide